1,3-dipropoxymethyl-urea C(CC)OCNC(=O)NCOCCC